FC(C1=CC=C(CSC2=NN=C(N2C2=CC=C(C(=O)O)C=C2)C2=CC=C(C=C2)OC)C=C1)(F)F 4-(3-((4-trifluoromethylbenzyl)thio)-5-(4-methoxyphenyl)-4H-1,2,4-triazol-4-yl)benzoic acid